C(C=C)[Si](C)(C)N(CC)CC allyl-(diethylamino)dimethyl-silane